3-fluoro-N,N-dimethyl-4-(pyrrolidin-1-yl)benzene-1-sulfonamide FC=1C=C(C=CC1N1CCCC1)S(=O)(=O)N(C)C